6-bromo-2-chloro-5-fluoroquinazoline BrC=1C(=C2C=NC(=NC2=CC1)Cl)F